C(C)N1C(=NN=C1)C(=O)N1C(C2=C(CC1)NC=N2)C2=NN1C(C=CC=C1)=C2 4-ethyl-3-[4-{pyrazolo[1,5-a]pyridin-2-yl}-1H,4H,5H,6H,7H-imidazolo[4,5-c]pyridine-5-carbonyl]-4H-1,2,4-triazole